FC(OC=1C=C(C=CC1)C1=NN(C=2C1=NC=C(C2)C(=O)NC2(CS(C2)(=O)=O)C)C2=NC=C(C=N2)F)F 3-(3-(difluoromethoxy)phenyl)-1-(5-fluoropyrimidin-2-yl)-N-(3-methyl-1,1-dioxidothietan-3-yl)-1H-pyrazolo[4,3-b]pyridine-6-carboxamide